N=C1NC(CC(N1C)=O)C 2-imino-3,6-dimethyltetrahydropyrimidin-4(1H)-one